(S)-6-(4-fluoro-6-morpholino-1H-benzo[d]imidazol-2-yl)-7-((2-methoxy-1-(pyrimidin-2-yl)ethyl)amino)-2-methyl-2H-pyrazolo[4,3-b]pyridin-5(4H)-one FC1=CC(=CC=2NC(=NC21)C2=C(C=1C(NC2=O)=CN(N1)C)N[C@H](COC)C1=NC=CC=N1)N1CCOCC1